ClC=1SC(=CN1)CN1[C@@H](CCN2C1=NC(=CC2=O)N2[C@@H](COC[C@H]2C)C)C(F)(F)F (S)-9-(2-Chloro-thiazol-5-ylmethyl)-2-((3R,5R)-3,5-dimethyl-morpholin-4-yl)-8-trifluoromethyl-6,7,8,9-tetrahydro-pyrimido[1,2-a]-pyrimidin-4-one